Cl.FC1=C(C=CC=C1)CC=1C=C2C(=NC1)C(CN2C(CN2[C@H](CN[C@@H](C2)C)CN2C(CCC2)=O)=O)(C)C 1-{[(2R,5R)-1-(2-{6-[(2-Fluorophenyl)methyl]-3,3-dimethyl-1H,2H,3H-pyrrolo[3,2-b]pyridin-1-yl}-2-oxoethyl)-5-methylpiperazin-2-yl]methyl}pyrrolidin-2-one hydrochloride